CC1([C@@H](COC1)N1C(=NC2=C1C=C(C=C2)C(=O)O)CC2=CC(=C(C=C2F)C2=CC(=C(C=C2)F)OCC=2SC(=NN2)OCC)C)C (S)-1-(4,4-dimethyltetrahydrofuran-3-yl)-2-((3'-((5-ethoxy-1,3,4-thiadiazol-2-yl)methoxy)-4',5-difluoro-2-methyl-[1,1'-biphenyl]-4-yl)methyl)-1H-benzo[d]imidazole-6-carboxylic acid